3,5'-Dichloro-4-(1-(3,5-difluoropyridin-2-yl)ethoxy)-2'-(2-(2-hydroxypropan-2-yl)thiazole-4-yl)-6-methyl-2H-[1,4'-bipyridine]-2-one ClC=1C(N(C(=CC1OC(C)C1=NC=C(C=C1F)F)C)C1=CC(=NC=C1Cl)C=1N=C(SC1)C(C)(C)O)=O